diisobutyl-cyclohexyl-phosphorus oxide C(C(C)C)P(C1CCCCC1)(CC(C)C)=O